6-(4-ethoxyphenyl)-N-((3-methoxyphenyl)methoxy-d2)pyrazine-2-carboxamide C(C)OC1=CC=C(C=C1)C1=CN=CC(=N1)C(=O)NOC([2H])([2H])C1=CC(=CC=C1)OC